3-bromo-N-[4-(pentafluorosulfanyl)phenyl]pyridin-2-amine BrC=1C(=NC=CC1)NC1=CC=C(C=C1)S(F)(F)(F)(F)F